C1CCC(CCCCC1)=O cyclononane-4-one